Fmoc-5-fluoronorvaline C(=O)(OCC1C2=CC=CC=C2C2=CC=CC=C12)N[C@@H](CCCF)C(=O)O